2-hydroxy-3-((2-methoxyethoxy)methyl)benzamide OC1=C(C(=O)N)C=CC=C1COCCOC